[Pd](Cl)Cl.C1(=CC=CC=C1)P(C1=CC=CC=C1)[C-]1C=CC=C1.[CH-]1C=CC=C1.[Fe+2] (diphenylphosphino)ferrocene Palladium (II) chloride